The molecule is an oxoicosatetraenoic acid that is (5Z,8Z,12E,14Z)-icosatetraenoic acid bearing a single oxo substituent located at position 12. It has a role as a human metabolite. It is an oxoicosatetraenoic acid and an enone. It derives from an icosa-5,8,12,14-tetraenoic acid. It is a conjugate acid of an 11-oxo-ETE(1-). CCCCC/C=C\\C=C\\C(=O)C/C=C\\C/C=C\\CCCC(=O)O